NC1=C(C(=NN1C(C([2H])([2H])[2H])(C([2H])([2H])[2H])[2H])C1=CC=C(C=C1)C(C(=O)OC)C)C#N Methyl 2-[4-[5-amino-4-cyano-1-[1,2,2,2-tetradeuterio-1-(trideuteriomethyl)ethyl]pyrazol-3-yl]phenyl]propanoate